4,7-dimethyl-nonanoic acid CC(CCC(=O)O)CCC(CC)C